4-(Bis(4-fluorophenyl)methyl)piperazine-2-carboxamide Methyl-2-((7-fluoro-3-oxo-1,3-dihydro-2H-pyrrolo[3,4-c]pyridin-2-yl)methyl)benzofuran-7-carboxylate COC(=O)C1=CC=CC=2C=C(OC21)CN2C(C=1C=NC=C(C1C2)F)=O.FC2=CC=C(C=C2)C(N2CC(NCC2)C(=O)N)C2=CC=C(C=C2)F